BrC1=NN=C(S1)CCC#N 3-(5-bromo-1,3,4-thiadiazol-2-yl)propanenitrile